(S)-l-1-(3,6-dihydro-2H-thiopyran-4-yl)-8-((3S,5R)-3,5-dimethylpiperazin-1-yl)-3-(pyrimidin-2-yloxy)-10-(trifluoromethyl)-3,4-dihydro-2H,6H-[1,4]thiazepino[2,3,4-ij]quinazolin-6-one S1CCC(=CC1)S1C[C@H](CN2C(N=C(C3=CC(=CC1=C23)C(F)(F)F)N2C[C@@H](N[C@@H](C2)C)C)=O)OC2=NC=CC=N2